BrC1=C(C(=C(C(=C1CBr)Br)CBr)Br)CBr 1,3,5-tribromo-2,4,6-tris(bromomethyl)benzene